C1(=CC=CC=C1)C1=NN2C(SC1)=NN=C2CCC=2C=NC=CC2 6-Phenyl-3-(2-(pyridine-3-yl)ethyl)-7H-[1,2,4]triazolo[3,4-b][1,3,4]thiadiazine